COC1=C(C=C(C(=C1)\C=C(/C)\[N+](=O)[O-])OC)SCCCCC (E)-(2,5-dimethoxy-4-(2-nitroprop-1-en-1-yl)phenyl)(pentyl)sulfane